1,7-dimethyl-8-(2-(pyrrolidin-1-yl)ethoxy)-1,6-naphthyridin-2(1H)-one CN1C(C=CC2=CN=C(C(=C12)OCCN1CCCC1)C)=O